2,5,6-Trimethyl-cyclohex-2-en-1-yl-methylether CC=1C(C(C(CC1)C)C)COCC1C(=CCC(C1C)C)C